6-(((1S,3S)-3-((6-(trifluoromethyl)-1,2,4-triazin-3-yl)amino)cyclopentylamino)pyridin-3-yl)-5,6-dihydro-7H-pyrrolo[3,4-b]pyridin-7-one FC(C1=CN=C(N=N1)N[C@@H]1C[C@H](CC1)NC1=NC=CC=C1N1C(C2=NC=CC=C2C1)=O)(F)F